1-((1-acryloyl-3-fluoroazetidin-3-yl)methyl)-7-chloro-4-(2,6-diisopropylphenyl)-6-(2-fluorophenyl)-1,4-dihydropyrido[2,3-b]pyrazine-2,3-dione C(C=C)(=O)N1CC(C1)(F)CN1C2=C(N(C(C1=O)=O)C1=C(C=CC=C1C(C)C)C(C)C)N=C(C(=C2)Cl)C2=C(C=CC=C2)F